COCCS(=O)(=O)NC=1C=C2CCN(CC2=CC1)C(=O)OC(C)(C)C tert-Butyl 6-(2-methoxyethylsulfonylamino)-3,4-dihydro-1H-isoquinoline-2-carboxylate